N-methoxyazetidine-3-imine trifluoroacetate salt FC(C(=O)O)(F)F.CON=C1CNC1